(S)-1-(4-((1-methyl-1H-indol-5-yl)carbamoyl)benzyl)-N-(3-((1,2,3,4-tetrahydroacridin-9-yl)amino)propyl)pyrrolidine-3-carboxamide CN1C=CC2=CC(=CC=C12)NC(=O)C1=CC=C(CN2C[C@H](CC2)C(=O)NCCCNC=2C3=CC=CC=C3N=C3CCCCC23)C=C1